1,1,1,3,3,3-hexafluoro-2-(2,2,3,3,3-pentafluoropropoxy)-2-(trifluoromethyl)propane FC(C(C(F)(F)F)(C(F)(F)F)OCC(C(F)(F)F)(F)F)(F)F